CC(C(=O)O)(C)OC1=CC(=CC=C1)C1CN(CCC1)C(C1=CC(=CC=C1)C1=CSC=C1)=O 2-methyl-2-(3-(1-(3-(thiophen-3-yl)benzoyl)piperidin-3-yl)phenoxy)propionic acid